NC=1C=CC(=C(C(=O)OC)C1)C=1C=NC(=CC1)C(F)F Methyl 5-amino-2-[6-(difluoromethyl) pyridin-3-yl]benzoate